N-[4-(6,7-Dimethoxyquinolin-4-yl)oxy-3-fluorophenyl]-6-(4-fluorophenyl)-7-oxo-2,3-dihydro-1H-indolizine-8-carboxamide COC=1C=C2C(=CC=NC2=CC1OC)OC1=C(C=C(C=C1)NC(=O)C=1C(C(=CN2CCCC12)C1=CC=C(C=C1)F)=O)F